(R)-1-ethylpiperidin C(C)N1CCCCC1